OC1=C(C=CC(=C1)C(F)(F)F)N1N=C2CCNCC3C2=C1CCN3C(=O)OC(C)(C)C tert-butyl 2-(2-hydroxy-4-(trifluoromethyl)phenyl)-2,3,4,5a,6,7,8,9-octahydro-5H-1,2,5,7-tetraazabenzo[cd]azulene-5-carboxylate